(2R,3S)-(tert-butoxycarbonyl)-2-methylpyrrolidine C(C)(C)(C)OC(=O)N1[C@@H](CCC1)C